FC(C(C(C(F)(F)F)(F)F)=O)(F)F perfluoro-butanone